N-(1-((2-cyanobenzyl)oxy)-2-methylpropan-2-yl)-2-methoxy-6,7-dihydro-5H-cyclopenta[b]pyridine-3-carboxamide C(#N)C1=C(COCC(C)(C)NC(=O)C=2C=C3C(=NC2OC)CCC3)C=CC=C1